FC1(CN(CC[C@H]1NC1=NN2C(C(=N1)NC)=C(C=C2)C2=CC=C1C(=N2)N(N=N1)CC(F)(F)F)C(C)=O)F (R)-1-(3,3-Difluoro-4-((4-(methylamino)-5-(3-(2,2,2-trifluoroethyl)-3H-[1,2,3]triazolo[4,5-b]pyridin-5-yl)pyrrolo[2,1-f][1,2,4]triazin-2-yl)amino)piperidin-1-yl)ethan-1-one